IC=1C=NC(=NC1)N1CC2(C1)CN(CCC2)C(=O)OC(C)(C)C Tert-butyl 2-(5-iodopyrimidin-2-yl)-2,6-diazaspiro[3.5]nonane-6-carboxylate